F[C@H]1CN(CC1)CCC=1C(=CC(N(C1)C(C(=O)OCC)CC(C)C)=O)C(F)(F)F ethyl 2-(5-(2-((R)-3-fluoropyrrolidin-1-yl)ethyl)-2-oxo-4-(trifluoromethyl)pyridin-1(2H)-yl)-4-methylpentanoate